NCCCC(=O)NC=1C=NC=C(C1)C1=CC2=C(C=C1OC)OCC1=C2N(N=C1C(=O)N1C(COCC1)(C)C)C1=CC(=CC(=C1)F)F 4-amino-N-(5-(1-(3,5-difluorophenyl)-3-(3,3-dimethylmorpholine-4-carbonyl)-7-methoxy-1,4-dihydrochromeno[4,3-c]pyrazol-8-yl)pyridin-3-yl)butanamide